N-(5-(4-chloro-3-methoxybenzoyl)-5,6-dihydro-4H-pyrrolo[3,4-d]thiazol-2-yl)-4-(5-cyano-2-methoxyphenyl)-6-methylnicotinamide ClC1=C(C=C(C(=O)N2CC=3N=C(SC3C2)NC(C2=CN=C(C=C2C2=C(C=CC(=C2)C#N)OC)C)=O)C=C1)OC